N1=C(C=CC=C1)/C=C/C(=O)C1=CC=C(C=C1)NC(OC(C)(C)C)=O tert-butyl (E)-(4-(3-(pyridin-2-yl)acryloyl)phenyl)carbamate